OCCC[N+](CCCCN1C=2C=CC=CC2N(C2=CC=CC=C12)CCCC[N+](C)(C)CCCO)(C)C 5,10-bis[4-(3-hydroxypropyl-dimethylammonio)butyl]5,10-dihydrophenazine